4-(3-((5-fluoropyridin-3-yl)methoxy)pyridin-2-yl)-5-methyl-N-(3-(methylsulfonyl)phenyl)thiophene-2-carboxamide FC=1C=C(C=NC1)COC=1C(=NC=CC1)C=1C=C(SC1C)C(=O)NC1=CC(=CC=C1)S(=O)(=O)C